CC1=C(CC2=C(C(=CC(=C2)C)CC2=C(C(=C(C(=C2)C)O)CO)C)O)C=C(C(=C1CO)O)C 2,6-bis(2,5-dimethyl-4-hydroxy-3-hydroxymethylbenzyl)-4-methylphenol